C[C@H]1CN(CCN1)C1=CC=C2CCCOC2=C1 (R)-7-((S)-3-methylpiperazin-1-yl)-chroman